C(C)(C)N1N=CC=C1COC1=CC=C(C=C1)C=1N=CN(C1)C(=O)OC(C)(C)C tert-butyl 4-(4-((1-isopropyl-1H-pyrazol-5-yl)methoxy)phenyl)-1H-imidazole-1-carboxylate